Cl[SiH]1C[SiH2]CCC1 1-chloro-1,3-disilacyclohexane